FC1=C(C=CC=C1)NS(=O)(=O)C=1C=C(C=CC1)NC(=O)C1=NOC(=C1)C N-(3-(N-(2-fluorophenyl)sulfamoyl)phenyl)-5-methylisoxazole-3-carboxamide